N-[4-Chloro-3-(Trifluoromethyl)Phenyl]-2-Ethoxybenzamide ClC1=C(C=C(C=C1)NC(C1=C(C=CC=C1)OCC)=O)C(F)(F)F